C(C1=CC=CC=C1)OC1=CC(=C(N)C=C1OC)C=1N=NN(N1)C1=CC=C(C=C1)CCN1CC2=CC(=C(C=C2CC1)OC)OC 4-(Benzyloxy)-2-(2-(4-(2-(6,7-dimethoxy-3,4-dihydroisoquinolin-2(1H)-yl)ethyl)phenyl)-2H-tetrazol-5-yl)-5-methoxyaniline